C[C@@H](C(=O)O)NC1=CC=CC2=CC=CC=C21 naphthylalanine